FC(=C(C(F)F)C)F 1,1,3,3-tetrafluoro-2-methyl-1-propene